1-(8Z,11Z,14Z-eicosatrienoyl)-2-(9Z-heptadecenoyl)-glycero-3-phosphoserine CCCCCCC/C=C\CCCCCCCC(=O)O[C@H](COC(=O)CCCCCC/C=C\C/C=C\C/C=C\CCCCC)COP(=O)(O)OC[C@@H](C(=O)O)N